(R)-4-(7-(3-aminopiperidine-1-yl)-3-(1-methyl-1H-indole-5-yl)-3H-imidazo(4,5-b)pyridine-2-yl)-2-fluorobenzonitrile N[C@H]1CN(CCC1)C1=C2C(=NC=C1)N(C(=N2)C2=CC(=C(C#N)C=C2)F)C=2C=C1C=CN(C1=CC2)C